methyl 5-(1-tert-butoxycarbonyl-2-methyl-4-piperidyl)-3-methyl-isoxazole-4-carboxylate C(C)(C)(C)OC(=O)N1C(CC(CC1)C1=C(C(=NO1)C)C(=O)OC)C